1-((2-methoxynaphthalen-1-yl)methyl)indol-2-one COC1=C(C2=CC=CC=C2C=C1)CN1C(CC2=CC=CC=C12)=O